tert-butyl 4-[[[2-chloro-5-[methoxy(methyl)carbamoyl]-4-pyridyl]amino]methyl]piperidine-1-carboxylate ClC1=NC=C(C(=C1)NCC1CCN(CC1)C(=O)OC(C)(C)C)C(N(C)OC)=O